C(C1=CC=CC=C1)N1CC(CCC1)C1=CC=NC=2N1N=C(C2C2=CC(=NC=C2)CNC)C 1-(4-(7-(1-Benzylpiperidin-3-yl)-2-methylpyrazolo[1,5-a]pyrimidin-3-yl)pyridin-2-yl)-N-methylmethanamine